NC=1N=NC(=CC1N1CC(N(CC1)C(=O)C1=CN=CS1)C)C1=C(C=CC=C1)O (4-(3-amino-6-(2-hydroxyphenyl)pyridazin-4-yl)-2-methylpiperazin-1-yl)(thiazol-5-yl)methanone